OCCNC(O[C@@H]1CC[C@H](CC1)C(N(C[C@@H]1CC[C@H](CC1)C=1C=NC(=CC1)N(C)C)C1=CC(=CC=C1)C=1C=NN(C1)C1CC1)=O)=O trans-4-((3-(1-Cyclopropyl-1H-pyrazol-4-yl)phenyl)((trans-4-(6-(dimethylamino)pyridin-3-yl)cyclohexyl)methyl)carbamoyl)cyclohexyl (2-hydroxyethyl)carbamate